C1C=C(CN2CCC3=C(C12)NC1=CC=CC=C13)C(=O)OCC Ethyl 1,4,6,7,12,12b-hexahydroindolo[2,3-a]quinolizine-3-carboxylate